8-acetyl-6-methyl-2-(4-methyl-1-piperidyl)chromen-4-one isopropyl-(S)-6-diazo-2-((S)-2-(3-fluoropyridin-4-yl)-2-hydroxyacetamido)-5-oxohexanoate C(C)(C)OC([C@H](CCC(C=[N+]=[N-])=O)NC([C@@H](O)C1=C(C=NC=C1)F)=O)=O.C(C)(=O)C=1C=C(C=C2C(C=C(OC12)N1CCC(CC1)C)=O)C